2,4-dimethylsulfolane CC1S(=O)(=O)CC(C1)C